4-(4-propyl-cyclohexyl)-phenylacetylene C(CC)C1CCC(CC1)C1=CC=C(C=C1)C#C